C(CCC)C(C(=O)O)C(C)C.C(CC(C)C)(=O)OCCCC Butyl isovalerate (Butyl isovalerate)